2,3,4,5,6,7-hexahydro-cyclopent[b]azepin-8(1H)-one N1C2=C(CCCC1)CCC2=O